2-[[9-ethyl-6-morpholino-8-(4-pyridyl)purin-2-yl]-propyl-amino]-1-(3-pyridyl)ethanol C(C)N1C2=NC(=NC(=C2N=C1C1=CC=NC=C1)N1CCOCC1)N(CC(O)C=1C=NC=CC1)CCC